(S)-2-amino-3-(4'-amino-[1,1'-biphenyl]-4-yl)propanoic acid N[C@H](C(=O)O)CC1=CC=C(C=C1)C1=CC=C(C=C1)N